(S)-4-(6-(3,5-dimethylisoxazol-4-yl)-2-(4-methylpiperazin-1-yl)quinazolin-4-yl)-3-phenylmorpholine CC1=NOC(=C1C=1C=C2C(=NC(=NC2=CC1)N1CCN(CC1)C)N1[C@H](COCC1)C1=CC=CC=C1)C